5-methylcyclohexyl-2-aminobenzoat CC1CCCC(C1)OC(C1=C(C=CC=C1)N)=O